C(C)(C)(C)C1=NN=C(O1)C=1C=CC2=C(N(C([C@H](CS2(=O)=O)NC(OC(C)(C)C)=O)=O)CC2=CC=C(C=C2)OC(F)(F)F)C1 tert-butyl N-[(3R)-7-(5-tert-butyl-1,3,4-oxadiazol-2-yl)-1,1,4-trioxo-5-[[4-(trifluoromethoxy)phenyl]methyl]-2,3-dihydro-1λ6,5-benzothiazepin-3-yl]carbamate